BrC1=NC=CC2=C(C=CC=C12)Cl bromo-5-chloroisoquinoline